Methyl (((3S,3aS)-7-((1R,5S)-3-thia-8-azabicyclo[3.2.1]octan-8-yl)-8-fluoro-1-oxo-3a,4-dihydro-1H,3H-benzo[b]oxazolo[3,4-d][1,4]oxazin-3-yl)methyl)carbamate [C@H]12CSC[C@H](CC1)N2C=2C(=CC1=C(OC[C@@H]3N1C(O[C@H]3CNC(OC)=O)=O)C2)F